C(C(=O)O)(=O)O.C(C(=O)O)(=O)O.NCCCN(CCCCCCCC(=O)OC(CCCCCCCC)CCCCCCCC)CCCCCCCC(OC(CC)CCCCCCCC)=O heptadecan-9-yl 8-((3-aminopropyl)(8-oxo-8-(undecan-3-yloxy)octyl)amino)octanoate bisoxalate